CN1N=C(C=C1C(=O)N[C@@H](C)C=1C=CC(=NC1)C1=CC(=NC=C1)C(F)(F)F)C(F)(F)F (S)-1-methyl-3-(trifluoromethyl)-N-(1-(2'-(trifluoromethyl)-[2,4'-bipyridin]-5-yl)ethyl)-1H-pyrazole-5-carboxamide